O=C1N(C2=CC=CC=C2C(N1CCC1=CC=CC=C1)=O)CC1=CC(=C(C(=O)NO)C=C1)F 4-((2,4-dioxo-3-phenethyl-3,4-dihydroquinazolin-1(2H)-yl)methyl)-2-fluoro-N-hydroxybenzamide